tert.butoxy-benzene C(C)(C)(C)OC1=CC=CC=C1